C1(CC1)S(=O)(=O)N1N=CC(=C1)C1=NC=CC(=N1)NC1=NC=C(C(=C1)NC1CCC(CC1)C(C)(C)O)C1=NN(C(=C1)C)C 2-((1s,4s)-4-((2-((2-(1-(Cyclopropylsulfonyl)-1H-pyrazol-4-yl)pyrimidin-4-yl)amino)-5-(1,5-dimethyl-1H-pyrazol-3-yl)pyridin-4-yl)amino)cyclohexyl)propan-2-ol